6-(1-benzyl-pyrazol-4-yl)-2,5-dimethyl-morpholin-3-one C(C1=CC=CC=C1)N1N=CC(=C1)C1OC(C(NC1C)=O)C